N-[2-[(2S)-2-cyano-4,4-difluoropyrrolidin-1-yl]-2-oxoethyl]-6-hydroxyquinoline-4-carboxamide C(#N)[C@H]1N(CC(C1)(F)F)C(CNC(=O)C1=CC=NC2=CC=C(C=C12)O)=O